tert-butyl 2-(5-methyl-4-(trifluoromethyl)pyrimidin-2-yl)-2,8-diazaspiro[4.5]decane-8-carboxylate CC=1C(=NC(=NC1)N1CC2(CC1)CCN(CC2)C(=O)OC(C)(C)C)C(F)(F)F